C[C@@H]1CN(C[C@@H](O1)C=1C=NNC1)C1=NC=CC(=N1)C1=CN=C2N1C=C(C=C2)C(F)(F)F 3-{2-[(2r,6s)-2-methyl-6-(1H-pyrazol-4-yl)-morpholin-4-yl]-pyrimidin-4-yl}-6-trifluoromethyl-imidazo[1,2-a]pyridine